OC=1C(=NC=C(C1C)C=1C=NN(C1)C1=NC=CC=C1)C(=O)OCC ethyl (3-hydroxy-4-methyl-5-(1-(pyridin-2-yl)-1H-pyrazol-4-yl) picolinate)